C(C)(C)(C)OC(=O)N1C[C@H]([C@@H](CC1)O)C (3R,4R)-4-hydroxy-3-methyl-piperidine-1-carboxylic acid tert-butyl ester